N-(2-biphenylyl)maleimide C1(=C(C=CC=C1)N1C(C=CC1=O)=O)C1=CC=CC=C1